O1C(=NC2=C1C=CC=C2)S=CCCCOC2=CC=C(C=C2)C(\C=C\C2=CC(=CC=C2)[N+](=O)[O-])=O (E)-1-(4-(4-(benzo[d]oxazol-2-yl-thioxo)butoxy)phenyl)-3-(3-nitrophenyl)-2-propen-1-one